FC1(CCC(CC1)NC(=O)C1=CC2=C(N=C(S2)N2C3CN(CC2CC3)CCCO)C=C1)F N-(4,4-difluorocyclohexyl)-2-(3-(3-hydroxypropyl)-3,8-diazabicyclo[3.2.1]octan-8-yl)benzo[d]thiazole-6-carboxamide